ClC1=NC2=CC(=NC=C2C=C1)CNC(C1=CC(=CC(=C1)S(=O)(=O)C)F)=O N-((2-chloro-1,6-naphthyridin-7-yl)methyl)-3-fluoro-5-(methylsulfonyl)benzamide